4,4'-bis(4-carboxyphenoxy)m-terphenyl C(=O)(O)C1=CC=C(OC2=CC=C(C=C2)C2=CC(=C(C=C2)OC2=CC=C(C=C2)C(=O)O)C2=CC=CC=C2)C=C1